4-Fluoro-3-isothiocyanatobenzonitrile FC1=C(C=C(C#N)C=C1)N=C=S